(N,N-dimethyl)methyleneammonium iodide C[N+](=C)C.[I-]